Cl.N[C@H](C(=O)O)CC[Se]CCC(=O)NCC1=CC=CC=C1 (S)-2-amino-4-((3-(benzylamino)-3-oxopropyl)seleno)butyric acid hydrochloride